CC(C)(C1=C(C=CC=C1)O)C1=C(C=CC=C1)O 1-methylethylidenebisphenol